C12(CCC(CC1)C2)NC(=N)NC(=N)N norbornylbiguanide